7-(4-(4-ethylphenyl)butyl)chroman-4-one C(C)C1=CC=C(C=C1)CCCCC1=CC=C2C(CCOC2=C1)=O